C(C)(C)(C)OC[C@@H](C(=O)NC=1C(=NN(C1)C(CC(F)F)C1=NN=NN1CC(F)(F)F)F)NC(=O)C=1N(N=CC1)C(C)C N-[(1s)-1-(tert-butoxymethyl)-2-[[1-[3,3-difluoro-1-[1-(2,2,2-trifluoroethyl)tetrazol-5-yl]propyl]-3-fluoro-pyrazol-4-yl]amino]-2-oxo-ethyl]-2-isopropyl-pyrazole-3-carboxamide